O1N=C(C=C1)C=1N=C(C2=C(N1)SC(=C2)C)NCCCC2=CC=C(C=C2)C2=CC=C(C=C2)OC(F)(F)F 2-(isoxazol-3-yl)-6-methyl-N-(3-(4'-(trifluoromethoxy)-[1,1'-biphenyl]-4-yl)propyl)thieno[2,3-d]pyrimidin-4-amine